Bismuth-europium [Eu].[Bi]